C(C)N1N=C2C=CC(=CC2=C1)[C@@H]1NC[C@H](CC1)C |r| 2-ethyl-5-[rac-(2R,5S)-5-methyl-2-piperidyl]indazole